FC1=C(C=CC=C1)C1=C(N=C(C=2N1N=CC2)N2CCC1(CC2)[C@@H](C=2C(=NC=CN2)C1)N)C (5S)-1'-[7-(2-fluorophenyl)-6-methyl-pyrazolo[1,5-a]pyrazin-4-yl]spiro[5,7-dihydro-cyclopenta[b]pyrazin-6,4'-piperidin]-5-amine